NCCOCCOC=1C=C(C=CC1)NC(=O)C=1SC(=C(N1)C=1C=C2CCN(C2=CC1)C(=O)C1CC1)C N-(3-(2-(2-aminoethoxy)ethoxy)phenyl)-4-(1-(cyclopropanecarbonyl)indolin-5-yl)-5-methylthiazole-2-carboxamide